2-ethylhexyl 3-[(2-(4-((tert-butoxycarbonyl)amino)-4-methylpiperidin-1-yl)-1-((2-(trimethylsilyl)ethoxy)methyl)-1H-imidazo[4,5-b]pyrazin-5-yl)thio]propanoate C(C)(C)(C)OC(=O)NC1(CCN(CC1)C1=NC=2C(=NC=C(N2)SCCC(=O)OCC(CCCC)CC)N1COCC[Si](C)(C)C)C